C(C1=CC=CC=C1)OC(=O)N1C(CCC(CC1)O)O[Si](C1=CC=CC=C1)(C1=CC=CC=C1)C(C)(C)C ((tert-butyldiphenylsilyl)oxy)-5-hydroxyazepan-1-carboxylic acid benzyl ester